N1C=NC2=C1C=CC(=C2)C2=NC(=NC=C2)NC=2C=C(C=CC2)C(=O)N2CCCC2 (3-((4-(1H-benzo[d]imidazol-5-yl)pyrimidin-2-yl)amino)phenyl)(pyrrolidin-1-yl)methanone